Cl.FC=1C=C2CC[C@@H](C2=CC1)N (S)-5-fluoro-2,3-dihydro-1H-indene-1-amine hydrochloride